CN1CCC2(OCCC3=C2C=C2CN(C(C2=C3)=O)C3C(NC(CC3)=O)=O)CC1 3-{1-methyl-1'-oxo-2',3',7',8'-tetrahydro-1'H-spiro[piperidine-4,5'-pyrano[3,4-f]isoindole]-2'-yl}piperidine-2,6-dione